CC1(CCC=2C1=NC1=C(C2NC(=O)N=S(=O)(N)C=2C=NC(=CC2)C(C)(C)O)CCC1)C N'-((3,3-dimethyl-1,2,3,5,6,7-hexahydrodicyclopenta[b,e]pyridin-8-yl)carbamoyl)-6-(2-hydroxypropan-2-yl)pyridine-3-sulfonimidamide